C1=C(NC=N1)C[C@@H](C(=O)O)N S-histidine